(3R,4R)-1-cyclopropylmethyl-4-{[3-(2,4-difluoro-phenyl)-isoxazole-5-carbonyl]-amino}-piperidine-3-carboxylic acid [1-(5-fluoro-pyridin-2-yl)-cyclopropyl]-amide FC=1C=CC(=NC1)C1(CC1)NC(=O)[C@@H]1CN(CC[C@H]1NC(=O)C1=CC(=NO1)C1=C(C=C(C=C1)F)F)CC1CC1